3-(3-Chloro-4-fluorophenyl)-1-(6-methoxypyridin-3-yl)-1-((1,4,5,6-tetrahydropyrano[2,3-c]pyrazol-3-yl)methyl)urea ClC=1C=C(C=CC1F)NC(N(CC=1C2=C(NN1)OCCC2)C=2C=NC(=CC2)OC)=O